C(C1=CC=CC=C1)(=O)N1C(CN(CC1)C(=O)OC(C)(C)C)\C=C\C1=CC=CC=C1 tert-butyl (E)-4-benzoyl-3-styrylpiperazine-1-carboxylate